2-(furan-2-yl)-5-(3-((4-(6-(2-methoxyethoxy)pyridin-3-yl)piperazin-1-yl)methyl)piperidine-1-yl)-[1,2,4]triazolo[1,5-a][1,3,5]triazine-7-amine O1C(=CC=C1)C1=NN2C(N=C(N=C2N)N2CC(CCC2)CN2CCN(CC2)C=2C=NC(=CC2)OCCOC)=N1